NC=1N=C(C2=C(N1)C=CC(=N2)C=2C=C(C(=NC2)OC)NS(=O)(=O)C2=C(C=C(C=C2)F)F)N2C[C@H]1CC[C@@H](C2)N1C(\C=C\C(C)=O)=O N-(5-(2-amino-4-((1R,5S)-8-((E)-4-oxopent-2-enoyl)-3,8-diazabicyclo[3.2.1]oct-3-yl)pyrido[3,2-d]pyrimidin-6-yl)-2-methoxypyridin-3-yl)-2,4-difluorobenzenesulfonamide